C(C)(C)[C@H](N(CCOCCN(C(OC(C)(C)C)=O)C)C)C(=O)OCC1=CC=CC=C1 benzyl (S)-12-isopropyl-2,2,5,11-tetramethyl-4-oxo-3,8-dioxa-5,11-diazatridecan-13-oate